CC=1C=C(SC1)C1(CC1)C#N 1-(4-methylthiophen-2-yl)cyclopropane-1-carbonitrile